C1(CC1)C1=CC(=NN1)NC1=NC(=NC=C1)N(C1CC2(CN(C2)C(=O)OC(C)(C)C)C1)C Tertiary butyl 6-({4-[(5-cyclopropyl-1H-pyrazol-3-yl) amino] pyrimidin-2-yl} (methyl) amino)-2-azaspiro[3.3]heptane-2-carboxylate